C(CCC)C1=CC=C(C=C1)NC=1C=NC(=NC1)CCCCCCC N-(4-butylphenyl)-2-heptyl-5-Pyrimidinamine